N(=[N+]=[N-])CCO[C@]1(O)[C@H](O)[C@@H](O)[C@@H](O)[C@H](O1)CO 1-(2-Azidoethoxy)-beta-D-galactopyranose